FC(C=1C(=C(C=CC1)[C@@H](C)NC=1C=2C(N=C(N1)C)=C(C(N(C2)C2(CC2)CF)=O)N2[C@H](COCC2)CO)F)F 4-(((R)-1-(3-(Difluoromethyl)-2-fluorophenyl)ethyl)amino)-6-(1-(fluoromethyl)cyclopropyl)-8-((S)-3-(hydroxymethyl)morpholinyl)-2-methylpyrido[4,3-d]pyrimidine-7(6H)-one